6,6,9-Trimethyl-3-(5,5,5-trifluoropentyl)-6a,7,10,10a-tetrahydrobenzo[c]chromen-1-ol CC1(OC=2C=C(C=C(C2C2C1CC=C(C2)C)O)CCCCC(F)(F)F)C